dibutyl citraconate C(\C(\C)=C/C(=O)OCCCC)(=O)OCCCC